5-(5-fluoro-3-pyridinyl)-N7-[2-(1H-indol-3-yl)ethyl]-N3,N3-dimethyl-pyrazolo[1,5-a]Pyrimidine-3,7-diamine FC=1C=C(C=NC1)C1=NC=2N(C(=C1)NCCC1=CNC3=CC=CC=C13)N=CC2N(C)C